2-(p-trifluoromethoxyphenyl)-1,2-dihydro-2,3,1-benzodiazaborinin-1-ol FC(OC1=CC=C(C=C1)N1B(C2=C(C=N1)C=CC=C2)O)(F)F